PYRIDIN-3-AMINE N1=CC(=CC=C1)N